O=C1CC(N(CC1)C(=O)OC(C)(C)C)C(=O)OC O1-tert-butyl O2-methyl 4-oxopiperidine-1,2-dicarboxylate